CCCCCCCCCC(=O)O[C@H]1CC[C@@]2([C@H]3CC[C@]4([C@H]([C@@H]3CC=C2C1)CC[C@@H]4[C@H](C)CCCC(C)C)C)C cholesterol n-caprate